N-(4-tert-butylphenyl)-N-(3,3'',5,5'-tetra-tert-butyl-1,1':3',1''-terphenyl-5'-yl)-9,9-dimethyl-9H-fluoren-2-amine C(C)(C)(C)C1=CC=C(C=C1)N(C1=CC=2C(C3=CC=CC=C3C2C=C1)(C)C)C1(CC(=CC(=C1)C1=CC(=CC(=C1)C(C)(C)C)C(C)(C)C)C1=CC(=CC=C1)C(C)(C)C)C(C)(C)C